COC1=CN=C(S1)NC(C1=C(C=CC=C1)C)=O N-(5-methoxythiazol-2-yl)-2-methylbenzamide